4-(4-ethylphenyl)butan-1-amine C(C)C1=CC=C(C=C1)CCCCN